3-(3-(piperidin-4-yloxy)phenyl)-5-(1H-tetrazol-5-yl)benzo[c]isoxazole hydrochloride Cl.N1CCC(CC1)OC=1C=C(C=CC1)C1=C2C(=NO1)C=CC(=C2)C2=NN=NN2